C(CCCCC\C=C\CCCC)=O (7E)-7-dodecenal